C(C1=CC=CC=C1)N1CCC2(CC1)C(C1=CC=CC=C1C2)=O benzylspiro[indene-2,4'-piperidin]-1(3H)-one